Cl.FC=1C(=CC=2C3=C(C=NC2C1)N(C(C31CCC1)=O)C)C=1C=C(C(=NC1)OCCNC(C)C)NS(=O)(=O)C N-(5-(7'-fluoro-3'-methyl-2'-oxo-2',3'-dihydrospiro[cyclobutane-1,1'-pyrrolo[2,3-c]quinolin]-8'-yl)-2-(2-(isopropylamino)ethoxy)pyridin-3-yl)methanesulfonamide hydrochloride